2-chloro-4-(8-(4-(4-(1-(2-(2,6-dioxopiperidin-3-yl)-1,3-dioxoisoindolin-5-yl)piperidin-4-yl)piperazine-1-carbonyl)-3-fluorophenyl)-2,8-diazaspiro[4.5]decan-2-yl)benzonitrile ClC1=C(C#N)C=CC(=C1)N1CC2(CC1)CCN(CC2)C2=CC(=C(C=C2)C(=O)N2CCN(CC2)C2CCN(CC2)C=2C=C1C(N(C(C1=CC2)=O)C2C(NC(CC2)=O)=O)=O)F